C(C1=CC=CC=C1)OC1=CC(=NC2=CC=CC=C12)C(=O)NCC1=CC=C(C=C1)/C=C/C(=O)OC Methyl (E)-3-(4-((4-(benzyloxy)quinoline-2-carboxamido)methyl)phenyl)acrylate